C(C1=CC=C(C(=O)OCC(CCCC)CC)C=C1)(=O)OCCCC(C)C isohexyl (2-ethylhexyl) terephthalate